N[C@H]1CC[C@H](CC1)N(C(CC1=C(C=CC=C1)OC(CCC)CC)=O)C N-(4-amino-cis-cyclohexyl)-2-(4-hexyloxy)phenyl-N-methylacetamide